4-[(1R)-2-[(4,4-dimethylcyclohexyl)methyl]-6-methoxy-1-methyl-3,4-dihydro-1H-isoquinolin-5-yl]-2-fluoro-6-isopropyl-phenol CC1(CCC(CC1)CN1[C@@H](C2=CC=C(C(=C2CC1)C1=CC(=C(C(=C1)C(C)C)O)F)OC)C)C